5-((1H-imidazol-1-yl)sulfonyl)hexahydro-1H-furo[3,4-c]pyrrole N1(C=NC=C1)S(=O)(=O)N1CC2C(C1)COC2